ClC=1C=C(NC2(CCC3(C(CC4=CC=CC=C34)CC(CO)CO)CC2)C(=O)OC)C=CC1 methyl (1r,4r)-4-(3-chloroanilino)-2'-[3-hydroxy-2-(hydroxymethyl)propyl]-2',3'-dihydrospiro[cyclohexane-1,1'-indene]-4-carboxylate